C12(C=CC3=CC(=C(C=C13)O)O)C=CC1=CC(=C(C=C12)O)O 1,1'-spirobi[1H-indene]-5,5',6,6'-tetraol